C(=O)O.C(#N)C=1C(=NC=C(C1C1=CC(=C(C=C1)C#N)F)C1=CC(=C(C=C1)OCC(C)(C)O)O)N1CCC(CC1)NCC1=CC=C(C=C1)CCC(=O)NO 3-(4-(((1-(3-Cyano-4-(4-cyano-3-fluorophenyl)-5-(3-hydroxy-4-(2-hydroxy-2-methylpropoxy)phenyl)pyridin-2-yl)piperidin-4-yl)amino)methyl)phenyl)-N-hydroxypropanamide formate